C(#N)C=1N=C2C(=CC(N(C2=CC1)C)=O)N1C[C@]2(CN(C[C@]2(C1)C)C(=O)OC(C)(C)C)C tert-butyl (3aR,6aS)-2-(6-cyano-1-methyl-2-oxo-1,5-naphthyridin-4-yl)-3a,6a-dimethyl-1,3,4,6-tetrahydropyrrolo[3,4-c]pyrrole-5-carboxylate